ONC1CN(C1)C1=CC(=C2C(C(=CN(C2=N1)C1=NC=NS1)C(=O)O)=O)C 7-[3-(hydroxyamino)azetidin-1-yl]-5-methyl-4-oxo-1-(1,2,4-thiadiazol-5-yl)-1,4-dihydro-1,8-naphthyridine-3-carboxylic acid